CC1=NN2C(CN(C3=C(C=CC=C23)NC2=C(N=NC(=C2)NC(C(C)C)=O)C(=O)NC([2H])([2H])[2H])C)=N1 4-((2,5-dimethyl-4,5-dihydro-[1,2,4]triazolo[1,5-a]quinoxalin-6-yl)amino)-6-isobutyramido-N-(methyl-d3)pyridazine-3-carboxamide